ethyl 2-(4-methoxyphenyl)acetate COC1=CC=C(C=C1)CC(=O)OCC